F[C@H]1[C@H]([C@@H]2CN([C@H]1C2)C)OC2=CC=C(N=N2)C2=C(C=C(C=C2)N2C=NC=C2)O 2-(6-(((1S,4S,5S,6R)-6-fluoro-2-methyl-2-azabicyclo[2.2.1]heptan-5-yl)oxy)pyridazin-3-yl)-5-(1H-imidazol-1-yl)phenol